Cl.IC=1C=CC(=NC1[2H])N[C@@H]1C[C@H](CC1)N (1S,3S)-N1-(5-iodopyridin-2-yl-6-d)cyclopentane-1,3-diamine hydrochloride